(S)-2-(2-OXOPYRROLIDIN-1-YL)BUTANAMIDE O=C1N(CCC1)[C@H](C(=O)N)CC